ClC1=C(C=C(C=C1)C#N)C1=CC=C(C=C1)C(=O)N1[C@@H](CC[C@@H]1C1=C(C=CC=C1)F)C(=O)O (2S,5R)-1-(2'-chloro-5'-cyano-[1,1'-biphenyl]-4-carbonyl)-5-(2-fluorophenyl)pyrrolidine-2-carboxylic acid